(R)-2-(6-bromo-7-fluoro-1-oxoisoindol-2-yl)propionic acid BrC1=CC=C2CN(C(C2=C1F)=O)[C@@H](C(=O)O)C